C(CO)(=O)OCC(O)COC(CO)=O glycerol 1,3-diglycolate